C(=O)(O)C(CCCCNC(=O)C=1C=NC(=CC1)[18F])NC(NC(C(=O)O)CCC(=O)O)=O 2-(3-{1-carboxy-5-[(6-[18F]fluoro-pyridine-3-carbonyl)-amino]-pentyl}-ureido)-glutaric acid